C(C1=CC=CC=C1)C=1NC(=NN1)C(=O)NC1=NC=CC(=C1)C1=C(C(=CC(=C1)OCCCC(C)(C)O)F)C 5-benzyl-N-(4-(3-fluoro-5-((4-hydroxy-4-methylpentyl)oxy)-2-methylphenyl)pyridin-2-yl)-4H-1,2,4-triazole-3-carboxamide